O(C1=CC=CC=C1)CC(=O)NN(C(C1=CC=CC=C1)C1=CC=CC=C1)C phenoxyacetamido-methylbenzhydrylamine